Isopropyl (1S,3S)-3-((4-methyl-2-(1-methyl-5-((((4-nitrophenoxy)carbonyl)oxy) methyl)-1H-pyrazol-4-yl)pyrimidin-5-yl)oxy)cyclohexane-1-carboxylate CC1=NC(=NC=C1O[C@@H]1C[C@H](CCC1)C(=O)OC(C)C)C=1C=NN(C1COC(=O)OC1=CC=C(C=C1)[N+](=O)[O-])C